C1(=CC=CC=C1)[C@H]1CC[C@H](CC1)OC[C@@H]1NCC[C@@H]1NC(OC(C)(C)C)=O tert-butyl ((CIS)-2-((((CIS)-4-phenylcyclohexyl)oxy)-methyl)pyrrolidin-3-yl)carbamate